6-Chloro-1H,3H-benzo[de]isochromene-1,3-dione ClC=1C=CC=2C(OC(C3=CC=CC1C23)=O)=O